hexadecyl (S)-2-amino-3-(3,5-difluorophenyl)propanoate N[C@H](C(=O)OCCCCCCCCCCCCCCCC)CC1=CC(=CC(=C1)F)F